CC1=CC=C(C=C1)CN1C(CCC1=O)CC(=O)NCCCC(=O)O 4-[[2-[1-[(4-methylphenyl)methyl]-5-oxopyrrolidin-2-yl]acetyl]amino]butyric acid